O=C1NC(CCC1N1C(N(C2=C1C=CC=C2C2CCC(CC2)C=O)C)=O)=O (1r,4r)-4-(1-(2,6-dioxopiperidin-3-yl)-3-methyl-2-oxo-2,3-dihydro-1H-benzo[d]imidazol-4-yl)cyclohexane-1-carbaldehyde